CC1=NC=NC=N1 methyl-s-triazine